C(CCCCCCC)(=O)O.OCC(O)CO glycerine monocaprylate